C(C=C)(=O)N1C[C@H](CC1)NC=1N=CC(=C2C=CN(C(C12)=O)C)C1=NC=C(C=C1)C(F)(F)F (S)-8-((1-acryloylpyrrolidin-3-yl)amino)-2-methyl-5-(5-(trifluoromethyl)pyridin-2-yl)-2,7-naphthyridin-1(2H)-one